C(C)(C)(C)OC(N[C@@H]1CN(CC1)C1=NC(=CC(=C1)C=1C(=C(C=C(C1)F)C1=CC(=C(C=C1)N1C(N(C=C1)C)=O)Cl)OC)Cl)=O (S)-(1-(6-chloro-4-(3'-chloro-5-fluoro-2-methoxy-4'-(3-methyl-2-oxo-2,3-dihydro-1H-imidazol-1-yl)-[1,1'-biphenyl]-3-yl)pyridin-2-yl)pyrrolidin-3-yl)carbamic acid tert-butyl ester